CC1=C(OCC(=O)N[C@H]([C@H](C[C@H](CC2=CC=CC=C2)NC(=O)C2(CCCC2)N2C(NCCC2)=O)O)CC2=CC=CC=C2)C(=CC=C1)C N-((2S,4S,5S)-5-(2-(2,6-dimethylphenoxy)acetamido)-4-hydroxy-1,6-diphenylhexan-2-yl)-1-(2-oxotetrahydropyrimidine-1(2H)-yl)cyclopentanecarboxamide